C(C)C1N(CC(C1)C)C 2-ethyl-1,4-dimethylpyrrolidine